(S)-2-(dimethylamino)-1-(4-(2-(4-isopropyl-5-(8-methoxy-[1,2,4]triazolo[1,5-a]pyridin-6-yl)-1H-pyrazol-3-yl)thiazol-5-yl)-3-methylpiperazin-1-yl)ethan-1-one CN(CC(=O)N1C[C@@H](N(CC1)C1=CN=C(S1)C1=NNC(=C1C(C)C)C=1C=C(C=2N(C1)N=CN2)OC)C)C